2-[6-chloro-2-(2-methoxyacetyl)-3,4-dihydro-1H-isoquinoline-8-yl]pyrrolidine-1-carboxylic acid tert-butyl ester C(C)(C)(C)OC(=O)N1C(CCC1)C=1C=C(C=C2CCN(CC12)C(COC)=O)Cl